(R)-1-(4-(3-hydroxytetrahydrofuran-3-yl)pyridin-2-yl)-N-(1-methyl-1H-indazol-7-yl)-1H-pyrazole-4-sulfonamide O[C@@]1(COCC1)C1=CC(=NC=C1)N1N=CC(=C1)S(=O)(=O)NC=1C=CC=C2C=NN(C12)C